N-(5-((6-((R)-3-(3,4-difluorophenyl)-isoxazolidine-2-yl)pyrimidine-4-yl)amino)-4-methoxy-2-(4-morpholinopiperidine-1-yl)phenyl)acrylamide FC=1C=C(C=CC1F)[C@@H]1N(OCC1)C1=CC(=NC=N1)NC=1C(=CC(=C(C1)NC(C=C)=O)N1CCC(CC1)N1CCOCC1)OC